NC1=NC=2C=CC(=CC2C2=C1COCC2)C(=O)N(CC2=NC=C(C=C2)C(F)(F)F)[C@H](C)C2=NC=CC=N2 5-amino-N-[(1R)-1-pyrimidin-2-ylethyl]-N-[[5-(trifluoromethyl)-2-pyridyl]methyl]-2,4-dihydro-1H-pyrano[3,4-c]quinoline-9-carboxamide